methyl rac-(2R,3S,5R)-3-(2-fluoro-6-methoxy-phenyl)-5-methyl-5-(trifluoromethyl)tetrahydrofuran-2-carboxylate FC1=C(C(=CC=C1)OC)[C@H]1[C@@H](O[C@](C1)(C(F)(F)F)C)C(=O)OC |r|